(R)-N-(5-(1-(1-acryloylpiperidin-3-yl)-1H-1,2,3-triazol-4-yl)pyridin-2-yl)-6-(4-chloro-1H-pyrazol-5-yl)picolinamide C(C=C)(=O)N1C[C@@H](CCC1)N1N=NC(=C1)C=1C=CC(=NC1)NC(C1=NC(=CC=C1)C1=C(C=NN1)Cl)=O